5-methoxy-2-[(3,5-dimethyl-4-methoxypyridyl)methylsulfinyl]-1H-benzimidazole COC1=CC2=C(NC(=N2)S(=O)CC2=NC=C(C(=C2C)OC)C)C=C1